1-(3-(1-ethoxyvinyl)-2-fluorophenyl)-1,1-difluoro-2-methyl-propan-2-ol C(C)OC(=C)C=1C(=C(C=CC1)C(C(C)(O)C)(F)F)F